3-(2-iodo-5-methoxyphenyl)-3-methylcyclobutan-1-one IC1=C(C=C(C=C1)OC)C1(CC(C1)=O)C